tert-butyl 4-[2-[2-[2-[2-[2-[[4-[[(7R)-8-cyclopentyl-7-ethyl-5-methyl-6-oxo-7H-pteridin-2-yl]amino]-3-methoxybenzoyl]amino]ethoxy]ethoxy]ethoxy]ethoxy] ethoxy]piperidine-1-carboxylate C1(CCCC1)N1[C@@H](C(N(C=2C=NC(=NC12)NC1=C(C=C(C(=O)NCCOCCOCCOCCOCCOC2CCN(CC2)C(=O)OC(C)(C)C)C=C1)OC)C)=O)CC